4-(4-(7-((Cyclopropylmethyl)(3,5-dimethoxyphenyl)amino)quinoxalin-2-yl)-1H-pyrazol-1-yl)-N-((tetrahydro-2H-pyran-2-yl)oxy)butanamide C1(CC1)CN(C1=CC=C2N=CC(=NC2=C1)C=1C=NN(C1)CCCC(=O)NOC1OCCCC1)C1=CC(=CC(=C1)OC)OC